(4-bromothiophen-2-yl)boric acid BrC=1C=C(SC1)OB(O)O